C(\C=C\C(=O)Cl)(=O)Cl fumaric acid dichloride